1-(3-bromo-5-fluorophenyl)-4-methylpiperazine BrC=1C=C(C=C(C1)F)N1CCN(CC1)C